N-{4-[4-amino-7-(1-methylpiperidin-4-yl)pyrrolo[2,1-f][1,2,4]triazin-5-yl]-3-fluorophenyl}-1-(4-fluorophenyl)-2-oxo-1,2-dihydropyridine-3-carboxamide NC1=NC=NN2C1=C(C=C2C2CCN(CC2)C)C2=C(C=C(C=C2)NC(=O)C=2C(N(C=CC2)C2=CC=C(C=C2)F)=O)F